1,4-bis(n-propoxy)naphthalene C(CC)OC1=CC=C(C2=CC=CC=C12)OCCC